N-tert-butoxycarbonyl-1,2,5,6-tetrahydropyridin C(C)(C)(C)OC(=O)N1CC=CCC1